BrC1=CC=2C3=C(C=NC2C=C1F)N(CC31CCC1)C 8'-Bromo-7'-fluoro-3'-methylspiro[cyclobutane-1,1'-pyrrolo[2,3-c]quinolin]